(E)-3-(4-cyanophenyl)-3-(dibenzylamino)acrylic acid ethyl ester C(C)OC(\C=C(\N(CC1=CC=CC=C1)CC1=CC=CC=C1)/C1=CC=C(C=C1)C#N)=O